tert-butyl-(2S,3R)-2-Benzyl-3-hydroxyazepane-1-carboxylate C(C)(C)(C)OC(=O)N1[C@H]([C@@H](CCCC1)O)CC1=CC=CC=C1